6-(tert-butyl)-3-propyl-2-thioxo-2,3-dihydrothieno[3,2-d]pyrimidin-4(1H)-one C(C)(C)(C)C1=CC=2NC(N(C(C2S1)=O)CCC)=S